(3S)-3-(1-(tert-butoxy)-2-fluoro-3-(3-formylphenyl)-1-oxopropan-2-yl)pyrrolidine-1-carboxylic acid tert-butyl ester C(C)(C)(C)OC(=O)N1C[C@H](CC1)C(C(=O)OC(C)(C)C)(CC1=CC(=CC=C1)C=O)F